2-methyl-1-(4-(5-phenyl-4,5-dihydro-1H-pyrazole-1-carbonyl)piperidin-1-yl)propan-1-one CC(C(=O)N1CCC(CC1)C(=O)N1N=CCC1C1=CC=CC=C1)C